N(=[N+]=[N-])C(C[C@@H](C)[C@H]1CC[C@H]2[C@@H]3CC[C@@H]4C[C@@H](CC[C@@]4([C@H]3CC[C@]12C)C)OC)(C)C (3R,5R,8R,9S,10S,13R,14S,17R)-17-((R)-4-azido-4-methylpentan-2-yl)-3-methoxy-10,13-dimethylhexadecahydro-1H-cyclopenta[a]phenanthrene